[Na+].[Na+].P(=O)([O-])([O-])OC[C@@H]1[C@H]([C@H]([C@@H](O1)N1C=NC=2C(N)=NC=NC12)O)O adenosine monophosphate disodium salt